COC=1C=C(C=CC1)NC=1C=2N(C3=C(N1)C=CN=C3)C=CC2C(=O)O 6-((3-methoxyphenyl)amino)pyrido[4,3-e]pyrrolo[1,2-a]pyrazine-7-carboxylic acid